ClC=1C=C(C=CC1)N1C(\C(\CC1=O)=C/C1=C(OC2=CC=C(C(=O)OCCCC)C=C2)C=CC=C1)=O Butyl (Z)-4-(2-((1-(3-chlorophenyl)-2,5-dioxopyrrolidin-3-ylidene)methyl)phenoxy)benzoate